[O-2].[Ga+3].[Zn+2].[Cu+2] copper-zinc-gallium oxide